NC(CO)C(C)O 2-aminobutane-1,3-diol